ONC(=O)C=1C=2CN(CC2C=CC1)C1=NC2=C(N1)C[C@H](CC2)C(F)(F)F (S)-N-hydroxy-2-(6-(trifluoromethyl)-4,5,6,7-tetrahydro-1H-benzo[d]imidazol-2-yl)isoindoline-4-carboxamide